6-cyclopropoxy-2-(4-(N-methylacetamido)cyclohexyl)-N-(pyrazolo[1,5-a]pyrimidin-3-yl)-2H-indazole-5-carboxamide C1(CC1)OC=1C(=CC2=CN(N=C2C1)C1CCC(CC1)N(C(C)=O)C)C(=O)NC=1C=NN2C1N=CC=C2